1-(4-((4-((4-((2-(7-oxa-2-azaspiro[3.5]nonan-2-yl)pyridin-4-yl)oxy)-2-fluorophenyl)amino)-7-methoxyquinazolin-6-yl)amino)piperidin-1-yl)prop-2-en-1-one C1N(CC12CCOCC2)C2=NC=CC(=C2)OC2=CC(=C(C=C2)NC2=NC=NC1=CC(=C(C=C21)NC2CCN(CC2)C(C=C)=O)OC)F